C(C)(C)(C)OC(=O)N1[C@@H](CN[C@H](C1)C)C (2R,5S)-2,5-dimethylpiperazine-1-carboxylic acid tert.Butyl ester